5-[4-(1-methylpyrazol-4-yl)cyclohexoxy]-7-morpholino-1,6-naphthyridin CN1N=CC(=C1)C1CCC(CC1)OC1=C2C=CC=NC2=CC(=N1)N1CCOCC1